1,2-dimethyl-6-(2-methyl-4-pyridinyl)-5-nitro-benzimidazole CN1C(=NC2=C1C=C(C(=C2)[N+](=O)[O-])C2=CC(=NC=C2)C)C